5-(n-pentyloxycarbonylnaphthyl)-bicyclo[2.2.1]hept-2-ene C(CCCC)OC(=O)C1=C(C2=CC=CC=C2C=C1)C1C2C=CC(C1)C2